[C@H]12CN(C[C@H](CC1)N2)C=2C1=C(N=C(N2)OC[C@H]2N(C[C@@H](C2)OC)C)C(=C(N=C1)C1=CC=CC2=CC=CC(=C12)Cl)F 4-((1R,5S)-3,8-diazabicyclo[3.2.1]octan-3-yl)-7-(8-chloronaphthalen-1-yl)-8-fluoro-2-(((2S,4R)-4-methoxy-1-methylpyrrolidin-2-yl)methoxy)pyrido[4,3-d]pyrimidine